ClC=1C=C2C=NC(=NC2=CC1N1CCN(CC1)C1(COC1)C)NC(OC(C)(C)C)=O Tert-butyl (6-chloro-7-(4-(3-methyloxetan-3-yl)piperazin-1-yl)quinazolin-2-yl)carbamate